2-chloro-4-(methylsulfanyl)-6-(piperidin-1-ylmethyl)furo[3,2-d]pyrimidine ClC=1N=C(C2=C(N1)C=C(O2)CN2CCCCC2)SC